P([O-])(=S)[S-] phosphonodithioate